FC([C@H]1CN(CCN1C(=O)C=1N=NC=CC1)C(=O)OC(C)(C)C)F tert-butyl (3R)-3-(difluoromethyl)-4-(pyridazine-3-carbonyl)piperazine-1-carboxylate